2-(3-(2-methoxy-5-propylphenyl)isoxazole-5-yl)propan-2-ol COC1=C(C=C(C=C1)CCC)C1=NOC(=C1)C(C)(C)O